CC1(C(OB(O1)C1=C2CCC(NC2=CC=C1)=O)(C)C)C 5-(tetramethyl-1,3,2-dioxaborolan-2-yl)-1,2,3,4-tetrahydroquinolin-2-one